ClC=1C=C(C=C(C1)NS(=O)(=O)CC)NC(=O)C=1SC(=C(C1)C1=NC=C(C=N1)OC(C)C)C N-(3-chloro-5-(ethylsulfonamido)phenyl)-4-(5-isopropoxypyrimidin-2-yl)-5-methylthiophene-2-carboxamide